2-methyl-5-cyclohexylphenol CC1=C(C=C(C=C1)C1CCCCC1)O